CN1N=CC(=C1)C=1C=CC=2N(C1)N=CC2N2CCN(CC2)C2=NN(C=N2)C(C)C2=CC=CC=C2 6-(1-methyl-1H-pyrazol-4-yl)-3-(4-(1-(1-phenylethyl)-1H-1,2,4-triazol-3-yl)piperazin-1-yl)pyrazolo[1,5-a]pyridine